4-bromo-5-fluoro-1,3-benzodioxoleN BrC1=C(C=CC=2OCOC21)F